[In].N1=C(C=CC=C1)C1=NC=CC(=C1)CC#N 4'-bipyridineacetonitrile indium